Triethylammonium Acetate C(C)(=O)[O-].C(C)[NH+](CC)CC